2,4-dichloro-4-fluoropyrimidine ClC1=NC=CC(N1)(F)Cl